N-(2-Furanylmethyl)-1,4-dihydro-1,6-dimethyl-2,4-dioxo-5-propoxypyrido[2,3-d]pyrimidine-3(2H)-acetamide O1C(=CC=C1)CNC(CN1C(N(C2=C(C1=O)C(=C(C=N2)C)OCCC)C)=O)=O